(2-(2,6-Dichlorophenyl)-9-(1-isopropyl-1H-pyrazol-4-yl)imidazo[2,1-f][1,6]naphthyridin-3-yl)methanol ClC1=C(C(=CC=C1)Cl)C=1N=C2C=3C=C(C=NC3C=CN2C1CO)C=1C=NN(C1)C(C)C